[Si]([O-])([O-])([O-])[O-].[Li+].[Li+].[Li+].[Li+] Lithium orthosilicat